(6'-isopropyl-[2,4'-bipyridyl]-2'-yl)-2-(pyridin-2-yl)-9H-carbazole C(C)(C)C1=CC(=CC(=N1)C1=C(C=CC=2C3=CC=CC=C3NC12)C1=NC=CC=C1)C1=NC=CC=C1